(S)-2-(((benzyloxy)carbonyl)amino)-3-cyclopentylpropionic acid C(C1=CC=CC=C1)OC(=O)N[C@H](C(=O)O)CC1CCCC1